3-cyclopropylpyrazolo[1,5-a]pyrimidine-5,7(4H,6H)-dione C1(CC1)C=1C=NN2C1NC(CC2=O)=O